N12CCN(CCCN(CCN(CCC1)CC(=O)O)CC2)CC(=O)O 2,2'-(1,4,8,11-tetraaza-bicyclo-[6.6.2]hexadecane-4,11-diyl)diacetic acid